Cl.ClC1=C(C=CC(=C1)C1=NC=NN2C1=CC(=C2)N2CCOCC2)CN (2-chloro-4-(6-morpholinopyrrolo[2,1-f][1,2,4]triazin-4-yl)phenyl)methanamine hydrochloride